5-[1-(2,6-Dimethyl-phenyl)-piperidin-4-yl]-2-methyl-7-(2-trifluoromethyl-benzyl)-2,4,5,7-tetrahydro-pyrazolo[3,4-d]pyrimidin-6-on CC1=C(C(=CC=C1)C)N1CCC(CC1)N1C(N(C=2C(C1)=CN(N2)C)CC2=C(C=CC=C2)C(F)(F)F)=O